C12CNCC(CC1)N2C=2SC=1CN(CCC1N2)S(=O)(=O)NC2CCCC2 2-(3,8-diazabicyclo[3.2.1]octan-8-yl)-N-cyclopentyl-6,7-dihydrothiazolo[5,4-c]pyridine-5(4H)-sulfonamide